((8-fluoroquinoxalin-6-yl)methyl)-N4-(1-methylpyrrolidin-3-yl)pyridine-3,4-diamine FC=1C=C(C=C2N=CC=NC12)CC1=NC=CC(=C1N)NC1CN(CC1)C